FC=1C(=C(C=CC1)NC(\C=C\C1=CC=C2C=NNC2=C1C)=O)C (E)-N-(3-fluoro-2-methylphenyl)-3-(7-methyl-1H-indazol-6-yl)acrylamide